C1=CN=C(NC1=O)N The molecule is an aminopyrimidine in which the pyrimidine ring bears amino and hydroxy substituents at positions 2 and 4, respectively. It is a pyrimidone, an aminopyrimidine and a pyrimidine nucleobase.